FC(C(=O)O)(F)F.FC=1C=2N(C=C(C1)NC(=O)N1CCC=3C1=NC=CC3N3CCN(C1(CC1)C3)C)C=C(N2)C N-(8-fluoro-2-methylimidazo[1,2-a]pyridin-6-yl)-4-(4-methyl-4,7-diazaspiro[2.5]octan-7-yl)-2,3-dihydro-1H-pyrrolo[2,3-b]pyridine-1-carboxamide 2,2,2-trifluoroacetate